CN(CCO)CC 2-(N-methylethylamino)ethanol